2-(4-Thiophen-2-ylpyrimidin-2-yl)-5-{[2-(2H-1,2,3-triazol-2-yl)phenyl]carbonyl}octahydropyrrolo[3,4-c]pyrrole S1C(=CC=C1)C1=NC(=NC=C1)N1CC2CN(CC2C1)C(=O)C1=C(C=CC=C1)N1N=CC=N1